C1(CC1)C1=CC(=NN1)NC1=NC(=NC2=CC=CC=C12)NC1=CC=C(C=C1)CC(=O)N 2-(4-((4-((5-cyclopropyl-1H-pyrazol-3-yl)amino)quinazolin-2-yl)amino)phenyl)acetamide